4-(4-bromo-2-oxo-2,3-dihydro-1H-1,3-benzodiazol-1-yl)-3-hydroxypiperidine-1-carboxylic acid tert-butyl ester C(C)(C)(C)OC(=O)N1CC(C(CC1)N1C(NC2=C1C=CC=C2Br)=O)O